tert-butyl (R)-(1,1-difluoro-5-oxo-5-(4-(5-(trifluoromethyl)pyrimidin-2-yl)piperazin-1-yl)pentan-2-yl)carbamate FC([C@@H](CCC(N1CCN(CC1)C1=NC=C(C=N1)C(F)(F)F)=O)NC(OC(C)(C)C)=O)F